3-[(4-hydroxy-1-{[(3R,4R)-1-(2-hydroxybenzoyl)-3-phenylpiperidin-4-yl]carbonyl}piperidin-4-yl)methyl]-7-methyl-3,7-dihydro-4H-pyrrolo[2,3-d]pyrimidin-4-one OC1(CCN(CC1)C(=O)[C@H]1[C@@H](CN(CC1)C(C1=C(C=CC=C1)O)=O)C1=CC=CC=C1)CN1C=NC2=C(C1=O)C=CN2C